4-isopropyl-5-(8-methyl-[1,2,4]triazolo[1,5-a]pyridin-6-yl)-N-((1s,4s)-4-((tetrahydro-2H-pyran-4-yl)amino)cyclohexyl)-1H-pyrazole-3-carboxamide C(C)(C)C=1C(=NNC1C=1C=C(C=2N(C1)N=CN2)C)C(=O)NC2CCC(CC2)NC2CCOCC2